C(C1=CC=CC=C1)OC=1C(=C(C=C2C(=NC(=NC12)OC1CCOCC1)N1[C@@H]2CN([C@H](C1)C2)C(=O)OC(C)(C)C)C2CC2)Br tert-butyl (1S,4S)-5-{8-(benzyloxy)-7-bromo-6-cyclopropyl-2-[(oxan-4-yl)oxy]quinazolin-4-yl}-2,5-diazabicyclo[2.2.1]heptane-2-carboxylate